ClC1=C(C=C(C=C1)[C@H](NC(=O)[C@@H]1CNC(O1)=O)C1=CC=C(C=C1)Cl)C (S)-N-((R)-(4-chloro-3-methylphenyl)(4-chlorophenyl)methyl)-2-oxooxazolidine-5-carboxamide